C(C)C1(CCN(CC1)C(=O)OC(C)(C)C)C(NC1=CC=C(C=C1)F)=O tert-butyl 4-ethyl-4-((4-fluorophenyl)carbamoyl)piperidine-1-carboxylate